1-{[2-(methylthio)-1H-benzimidazol-1-yl]methyl}-4-propylpyrrolidin-2-one sodium pyrophosphate [O-]P([O-])(=O)OP(=O)([O-])[O-].[Na+].CSC1=NC2=C(N1CN1C(CC(C1)CCC)=O)C=CC=C2.[Na+].[Na+].[Na+]